(S)-methylpiperazine CN1CCNCC1